[Li]C1=CC=CC=2NC3=CC=CC(=C3C12)[Li] 4,5-di-lithiocarbazole